6-(4-chloro-1-((2-methoxyquinolin-7-yl)methyl)-1H-indazole-7-carboxamido)spiro[3.3]heptane-2-carboxylic acid ClC1=C2C=NN(C2=C(C=C1)C(=O)NC1CC2(CC(C2)C(=O)O)C1)CC1=CC=C2C=CC(=NC2=C1)OC